2-amino-4-(cyclopentylmethylamino)-6-(2-furyl)pyrimidine-5-carboxylic acid NC1=NC(=C(C(=N1)NCC1CCCC1)C(=O)O)C=1OC=CC1